2-[(2R)-3-(3,4-dihydro-1H-isoquinolin-2-yl)-2-hydroxy-propyl]-6-(4-tetrahydrofuran-3-ylpiperazin-1-yl)-3,4-dihydroisoquinolin-1-one C1N(CCC2=CC=CC=C12)C[C@H](CN1C(C2=CC=C(C=C2CC1)N1CCN(CC1)C1COCC1)=O)O